1,2,4-trichlorobenzene ClC1=C(C=C(C=C1)Cl)Cl